CC1(CC1)/C(=N/O)/N methyl-(Z)-N'-hydroxycyclopropaneformamidine